FC=1C=C2CN(CC2=CC1F)C=1N=C2N(C(C1C)=O)C=C(C=C2[C@@H](C)NC2=C(C(=O)O)C=CC=C2)C (R)-2-((1-(2-(5,6-difluoroisoindolin-2-yl)-3,7-dimethyl-4-oxo-4H-pyrido[1,2-a]pyrimidin-9-yl)ethyl)amino)benzoic acid